cis-1-chloro-4-(4-(trifluoromethyl)cyclohexyl)phthalazine ClC1=NN=C(C2=CC=CC=C12)[C@@H]1CC[C@@H](CC1)C(F)(F)F